C(C)(C)(C)C1=CC(=C(C=C1)OC(C1=CC(=C(C(=C1)C(C)(C)C)O)C(C)(C)C)=O)C1C(OC2=C1C=C(C=C2)C(C)(C)C)=O 4-tert-butyl-2-(5-tert-butyl-2-oxo-3H-benzofuran-3-yl)phenyl-3,5-di-tert-butyl-4-hydroxybenzoate